(1R,2s,3S,5s,7s)-5-hydroxyadamantane-2-carbonitrile OC12C[C@H]3C([C@H](CC(C1)C3)C2)C#N